chroma-foRmat [Cr](=O)[O-]